1-(3-(difluoromethyl)-2-(2-methylthiazol-5-yl)quinolin-5-yl)-N-methyl-3-(tetrahydro-2H-pyran-4-yl)-5,6-dihydroimidazo[1,5-a]pyrazine-7(8H)-carboxamide FC(C=1C(=NC2=CC=CC(=C2C1)C=1N=C(N2C1CN(CC2)C(=O)NC)C2CCOCC2)C2=CN=C(S2)C)F